OC1CN(CCC1)CCCN1CCN(C2=CC=CC=C12)C1=CC=CC=C1 3-(3-hydroxypiperidin-1-yl)-1-(4-phenyl-3,4-dihydroquinoxalin-1(2H)-yl)propan